3-(2-methylpropyl)-6-(propan-2-yl)naphthalene-1-sulfonic acid CC(CC=1C=C(C2=CC=C(C=C2C1)C(C)C)S(=O)(=O)O)C